ClC=1C(=NC=C(C(=O)NC=2SC(=C(N2)C=2SC=C(C2)Cl)N2CCN(CC2)C2CCCCC2)C1)Cl 5,6-dichloro-N-[4-(4-chlorothiophene-2-yl)-5-(4-cyclohexylpiperazin-1-yl)thiazole-2-yl]nicotinamide